N1(CCCCC1)CC1=CC2=C(N=C(N=C2NC=2N=CN(C2)C2=CC(=C(C(=C2)OC)OC)OC)N2[C@@H](CCC2)CO)S1 (S)-(1-(6-(piperidin-1-ylmethyl)-4-(1-(3,4,5-trimethoxyphenyl)-1H-imidazol-4-ylamino)thieno[2,3-d]pyrimidin-2-yl)pyrrolidin-2-yl)methanol